C(C1=CC=CC=C1)OC(=O)N1CCC(C1)O 4-hydroxy-pyrrolidine-1-carboxylic acid benzyl ester